10-(7-bromo-2-phenylindolizin-3-yl)-10H-phenothiazine BrC=1C=CN2C(=C(C=C2C1)C1=CC=CC=C1)N1C2=CC=CC=C2SC=2C=CC=CC12